5-[4-amino-5-(trifluoromethyl)pyrrolo[2,1-f][1,2,4]triazin-7-yl]-4-fluoro-N-[(3R,4S)-4-fluoro-1-[2-hydroxy-2-(trifluoromethyl)butanoyl]pyrrolidin-3-yl]-2-methylbenzamide NC1=NC=NN2C1=C(C=C2C=2C(=CC(=C(C(=O)N[C@@H]1CN(C[C@@H]1F)C(C(CC)(C(F)(F)F)O)=O)C2)C)F)C(F)(F)F